BrC1=NNC(=N1)NCC1=CC=C(C=C1)N1N=C(C=C1C)C(F)(F)F 3-bromo-N-(4-(5-methyl-3-(trifluoromethyl)-1H-pyrazol-1-yl)benzyl)-1H-1,2,4-triazol-5-amine